Hydrazinophenylalanine N(N)N[C@@H](CC1=CC=CC=C1)C(=O)O